(1R,3S)-3-(3-{[(5-methyl-1,3,4-oxadiazol-2-yl)acetyl]amino}-1H-pyrazol-5-yl)cyclopentyl tert-butylcarbamate C(C)(C)(C)NC(O[C@H]1C[C@H](CC1)C1=CC(=NN1)NC(CC=1OC(=NN1)C)=O)=O